CN1C(=CC=C1)C(\C=C\C1=CC(=CC=C1)C(F)(F)F)=O (E)-1-(N-methyl-pyrrole-2-yl)-3-(3-(trifluoromethyl)phenyl)prop-2-ene-1-one